C(=O)(O)C1=C(OC2=C(C=CC=C2)S(=O)(=O)C2=C(C=CC=C2)OC2=C(C(=CC=C2)C(=O)O)C(=O)O)C=CC=C1C(=O)O bis(2,3-dicarboxyphenoxyphenyl) sulfone